C(C)(C)C1N=C(OC1)C1=NC(=CC=C1)C=1OCC(N1)C(C)C 2,6-bis(isopropyl-2-oxazoline-2-yl)pyridine